C=1N=CN2C1C1=CC=CC=C1[C@H]2[C@@H]2CCC([C@@H]2O)(C)C (1R,5S)-5-((R)-5H-Imidazo[5,1-a]isoindol-5-yl)-2,2-dimethylcyclopentan-1-ol